N-[3-(dimethylamino)propyl]pyrazine-2-carboxamide CN(CCCNC(=O)C1=NC=CN=C1)C